C(C)(C)(C)N(C(O)=O)CCCOC1=C(C(=C(C=C1C(C)=O)Cl)C)N.CC1C(=C(C2=CC=CC=C12)C)[SiH](C)C (1,3-dimethylinden-2-yl)(dimethyl)silane tert-butyl-[3-(6-acetyl-2-amino-4-chloro-3-methylphenoxy)propyl]carbamate